C(C)(C)(C)[O-] tert-Butanolat